NC=1NC(C=2N=CN(C2N1)C[C@]1([C@@H](C1)CO)CO)=O 2-amino-9-[[(1S,2R)-1,2-bis(hydroxymethyl)cyclopropyl]methyl]-1,9-dihydro-6H-Purin-6-one